N-(3-acetylphenyl)-2-[2-chloro-4-(trifluoromethoxy)phenoxy]-5-(trifluoromethyl)pyridine-3-carboxamide C(C)(=O)C=1C=C(C=CC1)NC(=O)C=1C(=NC=C(C1)C(F)(F)F)OC1=C(C=C(C=C1)OC(F)(F)F)Cl